FC=1C=C(C=C(C1)F)C1CC=NN1C(=O)C12CC(C1)(C2)CN2CC(C2)S(=O)(=O)C (5-(3,5-difluorophenyl)-4,5-dihydro-1H-pyrazol-1-yl)(3-((3-(methylsulfonyl)azetidin-1-yl)methyl)bicyclo[1.1.1]-pentan-1-yl)methanone